(3S,8S,9S,10R,13R,14S,17R)-17-((R)-4-(4-methoxypyridin-2-yl)butan-2-yl)-10,13-dimethyl-2,3,4,7,8,9,10,11,12,13,14,15,16,17-tetradecahydro-1H-cyclopenta[a]phenanthren-3-ol COC1=CC(=NC=C1)CC[C@@H](C)[C@H]1CC[C@H]2[C@@H]3CC=C4C[C@H](CC[C@@]4([C@H]3CC[C@]12C)C)O